1-[5-[3-cyano-6-[1-(4-oxocyclohexyl)pyrazol-4-yl]pyrazolo[1,5-a]pyrazin-4-yl]-2-pyridyl]-4-ethyl-N-isopropyl-piperidine-4-carboxamide C(#N)C=1C=NN2C1C(=NC(=C2)C=2C=NN(C2)C2CCC(CC2)=O)C=2C=CC(=NC2)N2CCC(CC2)(C(=O)NC(C)C)CC